2-oxathiacyclopentane S1OCCC1